(2R)-2-(benzyloxycarbonylamino)-3-[[3-(5-methyl-1,2,4-oxadiazol-3-yl)benzoyl]amino]propanoic acid C(C1=CC=CC=C1)OC(=O)N[C@@H](C(=O)O)CNC(C1=CC(=CC=C1)C1=NOC(=N1)C)=O